4-[3-(2,4-dioxohexahydropyrimidin-1-yl)-1-methyl-indazol-6-yl]cyclohexanecarbaldehyde O=C1N(CCC(N1)=O)C1=NN(C2=CC(=CC=C12)C1CCC(CC1)C=O)C